ethyl 3-(2-(5-chloropentanoyl)-1-phenylhydrazino)-3-oxopropionate ClCCCCC(=O)NN(C1=CC=CC=C1)C(CC(=O)OCC)=O